methyl 1-aminocyclopropanecarboxylate NC1(CC1)C(=O)OC